4-Hydroxy-hexadecanoic acid OC(CCC(=O)O)CCCCCCCCCCCC